2-(6-bromo-4-fluoro-1-isopropyl-1H-indol-2-yl)propan-2-ol BrC1=CC(=C2C=C(N(C2=C1)C(C)C)C(C)(C)O)F